(S)-6-(6-(1H-tetrazol-5-yl)pyridin-3-yl)-2,2-difluoro-7-((5-methoxy-7-methyl-1H-indol-4-yl)methyl)-7-azaspiro[3.5]nonane N1N=NN=C1C1=CC=C(C=N1)[C@@H]1CC2(CC(C2)(F)F)CCN1CC1=C2C=CNC2=C(C=C1OC)C